OCC1CCC(CC1)N1N=C(C(=C1)NC(=O)C=1C=NN2C1N=CC=C2)C2=NC=C(C=C2)C N-[1-[4-(hydroxymethyl)cyclohexyl]-3-(5-methyl-2-pyridyl)pyrazol-4-yl]pyrazolo[1,5-a]pyrimidine-3-carboxamide